C(C=C)OP(=O)([O-])O.[NH4+] monoammonium allylphosphate